N-{4-[4-amino-7-(cis-4-cyanocyclohexyl)pyrrolo[2,1-f][1,2,4]triazin-5-yl]phenyl}-2-oxo-1-phenyl-1,2-dihydropyridine-3-carboxamide NC1=NC=NN2C1=C(C=C2[C@@H]2CC[C@@H](CC2)C#N)C2=CC=C(C=C2)NC(=O)C=2C(N(C=CC2)C2=CC=CC=C2)=O